N-(3,4-diaminophenyl)-3-phenylpropanamide NC=1C=C(C=CC1N)NC(CCC1=CC=CC=C1)=O